CN1N=C(NC1=O)C(=O)NCC1(CCC1)C(C)C1=CC=CC=C1 1-methyl-5-oxo-N-((1-(1-phenylethyl)cyclobutyl)methyl)-4,5-dihydro-1H-1,2,4-triazole-3-carboxamide